tert-Butyl 4-chloro-6-(2,4-dioxotetrahydropyrimidin-1(2H)-yl)-1H-indole-1-carboxylate ClC1=C2C=CN(C2=CC(=C1)N1C(NC(CC1)=O)=O)C(=O)OC(C)(C)C